4-[5-cyano-1-(4-fluorophenyl)-4-hydroxy-2-tetrahydropyran-4-yl-indol-3-yl]benzoic acid C(#N)C=1C(=C2C(=C(N(C2=CC1)C1=CC=C(C=C1)F)C1CCOCC1)C1=CC=C(C(=O)O)C=C1)O